methyl 3-chloro-4-(4-(4,4,5,5-tetramethyl-1,3,2-dioxaborolan-2-yl)thiophen-2-yl)benzoate ClC=1C=C(C(=O)OC)C=CC1C=1SC=C(C1)B1OC(C(O1)(C)C)(C)C